1-(4-tert-butyl-2,6-dimethyl-3,5-dinitrophenyl)ethanone C(C)(C)(C)C1=C(C(=C(C(=C1[N+](=O)[O-])C)C(C)=O)C)[N+](=O)[O-]